1-(4-(6-chloro-7-(3-methoxynaphthalen-1-yl)quinazolin-4-yl)piperazin-1-yl)prop-2-en-1-one ClC=1C=C2C(=NC=NC2=CC1C1=CC(=CC2=CC=CC=C12)OC)N1CCN(CC1)C(C=C)=O